ClC1=NC2=C(N1C)C=C(C(=C2)[N+](=O)[O-])F 2-chloro-6-fluoro-1-methyl-5-nitro-1H-benzo[d]imidazole